CC1=CC(=CS1)C1=NN2C(=NC=3C=CC=CC3C2=N1)NC=1C(N=CC=CC1)=O (3S)-3-{[2-(5-Methylthiophen-3-yl)[1,2,4]triazolo[1,5-c]quinazolin-5-yl]amino}azepin-2-one